FC1=C(C(=CC(=C1F)F)F)[N+](=O)[O-] 2,3,4,6-tetrafluoronitrobenzene